FC(C(=O)[O-])(F)F.C[N+]1=CC=CC=C1 1-methyl-pyridinium Trifluoroacetate